CC1=NC(=CC(=C1N)N)C(F)(F)F methyl-6-(trifluoromethyl)pyridine-3,4-diamine